C(=CCCCCCCCCCC)C(C(=O)O)CC dodecenyl-butyric acid